24-ethyl-5,22-cholestadiene-3β-ol C(C)C(C(C)C)C=C[C@@H](C)[C@H]1CC[C@H]2[C@@H]3CC=C4C[C@H](CC[C@]4(C)[C@H]3CC[C@]12C)O